FC(C(=O)C(C(C)=O)C(CCl)=O)(F)F trifluoroacetyl-chloroacetyl-acetone